2-(3',4'-dihydroxyphenyl)-1,3-benzodioxolane-5-aldehyde OC=1C=C(C=CC1O)C1OC2=C(O1)C=CC(=C2)C=O